OC(CCNC(=O)C=1C=NC2=CC=C(C=C2C1NC1COC1)C=1C=NNC1)(C)C N-(3-hydroxy-3-methylbutyl)-4-(oxetan-3-ylamino)-6-(1H-pyrazol-4-yl)quinoline-3-carboxamide